5-(3-fluorophenyl)-N-[(3R)-oxolan-3-yl]-6-[3-(trifluoromethyl)phenoxy]pyridine-3-carboxamide FC=1C=C(C=CC1)C=1C=C(C=NC1OC1=CC(=CC=C1)C(F)(F)F)C(=O)N[C@H]1COCC1